CC1(C=2C=CC(=CC2C(CC1)(C)C)NC1=CC2=C(C3=C(O2)C=CC=C3)C3=C1SC1=C3C=CC=C1)C N-(5,5,8,8-tetramethyl-5,6,7,8-tetrahydronaphthalen-2-yl)benzo[b]Benzo[4,5]Thieno[3,2-e]Benzofuran-7-amine